trans-4-(Boc-amino)-3-hydroxypiperidine C(=O)(OC(C)(C)C)N[C@H]1[C@@H](CNCC1)O